1-(3-ethynyl-5-fluoro-1H-indol-2-yl)propan-1-one C(#C)C1=C(NC2=CC=C(C=C12)F)C(CC)=O